(4-methoxyphenyl)-7-oxo-6-[2-methyl-4-(2-oxopyrrolidin-1-yl)phenyl]-4,5,6,7-tetrahydro-1H-pyrazolo[3,4-c]pyridine-3-carboxamide COC1=CC=C(C=C1)N1N=C(C2=C1C(N(CC2)C2=C(C=C(C=C2)N2C(CCC2)=O)C)=O)C(=O)N